(S)-1-((4-(4-phenylindolin-1-yl)pyrido[3,2-d]pyrimidin-7-yl)methyl)pyrrolidine-3-carboxylic acid C1(=CC=CC=C1)C1=C2CCN(C2=CC=C1)C=1C2=C(N=CN1)C=C(C=N2)CN2C[C@H](CC2)C(=O)O